C1=CC=CC=2C3=CC=CC=C3C(C12)COC(=O)NC1(CCCC1)C(=O)O 1-(9H-Fluoren-9-ylmethoxycarbonyl-amino)cyclopentane-1-carboxylic acid